2-((2-ethyl-6-(2-(4-((2S,4S)-4-hydroxypyrrolidine-2-carbonyl)piperazin-1-yl)pyrimidin-5-yl)imidazo[1,2-a]pyridin-3-yl)(methyl)amino)-4-(4-fluorophenyl)thiazole-5-carbonitrile C(C)C=1N=C2N(C=C(C=C2)C=2C=NC(=NC2)N2CCN(CC2)C(=O)[C@H]2NC[C@H](C2)O)C1N(C=1SC(=C(N1)C1=CC=C(C=C1)F)C#N)C